11-hexadecdienal C=CC=CCCCCCCC(CCCCC)=O